NC1=CC=C2C(=CC(=CC2=C1)S(=O)(=O)[O-])O 7-amino-4-hydroxy-2-naphthalenesulfonate